2-((cis)-6,6-difluorohexahydropyrrolo[3,2-b]pyrrol-1(2H)-yl)acetic acid hydrochloride Cl.FC1(CN[C@@H]2[C@H]1N(CC2)CC(=O)O)F